2-phenyl-4-(4-benzoylpiperazinyl)toluene C1(=CC=CC=C1)C1=C(C)C=CC(=C1)N1CCN(CC1)C(C1=CC=CC=C1)=O